tridecyl phosphate tri(undecyl)phosphate tert-butyl-3-(4-(3,5-difluoro-2-(trifluoromethyl)phenyl)piperidine-1-carbonyl)-6,7-dihydro-1H-pyrazolo[4,3-c]pyridine-5(4H)-carboxylate C(C)(C)(C)OC(=O)N1CC2=C(CC1)NN=C2C(=O)N2CCC(CC2)C2=C(C(=CC(=C2)F)F)C(F)(F)F.C(CCCCCCCCCC)OP(=O)(OCCCCCCCCCCC)OCCCCCCCCCCC.P(=O)(OCCCCCCCCCCCCC)(O)O